FC1=C(C=CC(=C1)F)C1=CC(=CC(=C1)C)[C@H](CC(=O)[O-])NC(=O)NC=1C(N(C=CC1[O-])C)=O.[Na+].[Na+] Natrium (S)-3-(2',4'-Difluoro-5-methylbiphenyl-3-yl)-3-(3-(1-methyl-4-oxido-2-oxo-1,2-dihydropyridin-3-yl)ureido)propanoat